C(C)(C)(C)OC(N[C@H](C(=O)NC1=C(C(=C(C=C1)Cl)Cl)C(C1=C(C=CC=C1F)F)=O)C)=O N-[(1S)-2-[3,4-dichloro-2-(2,6-difluorobenzoyl)anilino]-1-methyl-2-oxo-ethyl]carbamic acid tert-butyl ester